methylolpropane trioleate C(CCCCCCC\C=C/CCCCCCCC)(=O)O.C(CCCCCCC\C=C/CCCCCCCC)(=O)O.C(CCCCCCC\C=C/CCCCCCCC)(=O)O.C(O)CCC